C(C)(C)(C)OC(N(C1=NN2C(C=C(C=C2)NC(=O)OC(C)(C)C)=N1)C(=O)OC(C)(C)C)=O (Tert-Butoxycarbonyl)(7-((tert-Butoxycarbonyl)amino)-[1,2,4]triazolo[1,5-a]pyridin-2-yl)carbamic acid tert-butyl ester